C1=CC(=C(C=C1Cl)O)N The molecule is phenol carrying amino and chloro substituents at positions 2 and 5 respectively. It is part of the degradation pathway of 4-chloronitrobenzene, CHEBI:34399. It is a member of phenols, a primary amino compound and a member of monochlorobenzenes.